O=C(CCCC1C(CCCC1)=O)N1CCN(CC1)C1=NC=C(C=N1)C(F)(F)F 2-(4-oxo-4-(4-(5-(trifluoromethyl)pyrimidin-2-yl)piperazin-1-yl)butyl)cyclohexan-1-one